C1(CC1)C1=NC(=CC(=C1)C1=C(C=C(C#N)C=C1)C1=NN=CN1C)N1C(C2=C3C(C=CC=C13)=CC(=C2)CO)=O 4-(2-Cyclopropyl-6-(4-(hydroxymethyl)-2-oxobenzo[cd]indol-1(2H)-yl)pyridin-4-yl)-3-(4-methyl-4H-1,2,4-triazol-3-yl)benzonitrile